5-(difluoromethoxy)-2-iodo-1,3-dimethylbenzene FC(OC=1C=C(C(=C(C1)C)I)C)F